[Si]=O.[Li] Lithium-Silicon Oxide